hydroxyadipoyl-CoA OC(C(=O)SCCNC(CCNC([C@@H](C(COP(OP(OC[C@@H]1[C@H]([C@H]([C@@H](O1)N1C=NC=2C(N)=NC=NC12)O)OP(=O)(O)O)(=O)O)(=O)O)(C)C)O)=O)=O)CCCC(=O)O